tert-butyl 3-(4-methyl-1-(4-(trifluoromethoxy) phenyl)-1H-pyrazolo[3,4-b]pyridin-3-yl)azetidine-1-carboxylate CC1=C2C(=NC=C1)N(N=C2C2CN(C2)C(=O)OC(C)(C)C)C2=CC=C(C=C2)OC(F)(F)F